CC(CCCCCCCCCCCCCCCCCC)O methylnonadecan-1-ol